O=C1NC2=CC=CC=C2C1=CC=1NC=C(C1)C 2-[(1,2-Dihydro-2-oxo-3H-indol-3-ylidene)methyl]-4-methyl-1H-pyrrole